7-Cyclopropylquinolin-4-ol C1(CC1)C1=CC=C2C(=CC=NC2=C1)O